C1(CC1)C1=CC=C(C=C1)C1=CC=C(C=C1)OC=1N=NN(C1C(=O)[O-])COCC[Si](C)(C)C 4-((4'-cyclopropyl-[1,1'-biphenyl]-4-yl) oxy)-1-((2-(trimethylsilyl) ethoxy) methyl)-1H-1,2,3-triazole-5-carboxylate